7-{3-[(3-methoxypropyl)carbamoyl]azetidin-1-yl}-4-oxo-1-(1,3-thiazol-2-yl)-1,4-dihydro-1,8-naphthyridine-3-carboxylic acid COCCCNC(=O)C1CN(C1)C1=CC=C2C(C(=CN(C2=N1)C=1SC=CN1)C(=O)O)=O